N1(CCC12CCOC2)C=2N=C(C1=C(N2)CCC1)C1=CC=C(C(=O)N)C=C1 4-[2-(7-oxa-1-azaspiro[3.4]octan-1-yl)-6,7-dihydro-5H-cyclopenta[d]pyrimidin-4-yl]benzamide